ClC=1C=C(C=CC1)CCN 2-(3-chlorophenyl)ethane-1-amine